3-(2-chloro-6-methyl-4-pyridinyl)-2-(3-cyanophenyl)-N-[(3-hydroxypyrrolidin-3-yl)methyl]pyrazolo[1,5-a]pyrimidine-5-carboxamide ClC1=NC(=CC(=C1)C=1C(=NN2C1N=C(C=C2)C(=O)NCC2(CNCC2)O)C2=CC(=CC=C2)C#N)C